C1(CC1)C=1C=NC(=NC1)N1C[C@H]([C@@H](CC1)N1C([C@@H](CC1)OC[C@@H]1N(CC2=CC=CC=C12)C1=C(C(NN=C1)=O)C(F)(F)F)=O)O 5-((R)-1-((((R)-1-((3R,4R)-1-(5-cyclopropylpyrimidin-2-yl)-3-hydroxypiperidin-4-yl)-2-oxopyrrolidin-3-yl)oxy)methyl)isoindolin-2-yl)-4-(trifluoromethyl)pyridazin-3(2H)-one